[K+].C(C1=CC=CC=C1)(=O)[O-] benzoate potassium salt